octane-5-carboxylic acid CCCCC(CCC)C(=O)O